4-bromo-2-(tert-butyl)-1-methoxybenzene BrC1=CC(=C(C=C1)OC)C(C)(C)C